tert-butyl 4-[2-(2,6-dioxopiperidin-3-yl)-1,3-dioxo-2,3-dihydro-1H-isoindol-4-yl]piperidine-1-carboxylate O=C1NC(CCC1N1C(C2=CC=CC(=C2C1=O)C1CCN(CC1)C(=O)OC(C)(C)C)=O)=O